(2R,5S)-4-(5-cyclopropyl-7-(4-iodopyridin-2-yl)-7H-pyrrolo[2,3-d]pyrimidin-4-yl)-2,5-dimethylpiperazine-1-carboxylic acid tert-butyl ester C(C)(C)(C)OC(=O)N1[C@@H](CN([C@H](C1)C)C=1C2=C(N=CN1)N(C=C2C2CC2)C2=NC=CC(=C2)I)C